P1(=O)(OC2=C(C=C(C=C2C(C)(C)C)C(C)(C)C)CC2=C(C(=CC(=C2)C(C)(C)C)C(C)(C)C)O1)[O-] 2,2'-methylenebis(4,6-di-tert-butylphenyl) phosphate